(S)-1'-(3-(2,2-difluoro-1-phenylethenyl)-1H-pyrazolo[3,4-b]pyrazin-6-yl)-1,3-dihydrospiro[indene-2,4'-piperidine]-1-amine FC(=C(C1=CC=CC=C1)C1=NNC2=NC(=CN=C21)N2CCC1(CC2)[C@@H](C2=CC=CC=C2C1)N)F